NC1=NC=CC2=C(C=CC=C12)C=1C=C2C(=NN(C2=CC1)[C@@H]1COCC1)COC1=C(C=CC=C1)CC(=O)OCC (S)-ethyl 2-(2-((5-(1-aminoisoquinolin-5-yl)-1-(tetrahydrofuran-3-yl)-1H-indazol-3-yl)methoxy)phenyl)acetate